4-(4-(Trifluoromethyl)phenyl)picolinealdehyde FC(C1=CC=C(C=C1)C1=CC(=NC=C1)C=O)(F)F